BrC=1C=C2CC([C@H](C2=CC1F)NC(O[C@@H]1CN2CCC1CC2)=O)(C)C (S)-quinuclidin-3-yl ((R)-5-bromo-6-fluoro-2,2-dimethyl-2,3-dihydro-1H-inden-1-yl)carbamate